(R)-2-(tert-butoxycarbonyl)-1,2,3,4-tetrahydrobenzo[4,5]thieno[2,3-c]pyridine-3-carboxamide hydrochloride Cl.C(C)(C)(C)OC(=O)N1CC2=C(C[C@@H]1C(=O)N)C1=C(S2)C=CC=C1